C1N(CC2=CC=CC=C12)C(=O)OC1=CC=C(C=C1)[N+](=O)[O-] 4-nitrophenyl isoindoline-2-carboxylate